C(C)(C)(C)C=1C=C(CN(C(CN(S(=O)(=O)C2=C(C(=C(C(=C2F)F)F)F)F)CC=2C=NC=CC2C(F)(F)F)=O)C2=C(C=C(C(=O)OC(C)C)C=C2)OC)C=C(C1)C1CC1 isopropyl 4-(N-(3-(tert-butyl)-5-cyclopropylbenzyl)-2-(N-((4-(trifluoromethyl)pyridin-3-yl)methyl)-(2,3,4,5,6-pentafluoro-phenyl)sulfonamido) acetamido)-3-methoxybenzoate